C(C=1C(O)=CC=CC1)(=O)OCOC(C=1C(O)=CC=CC1)=O Methylene Disalicylat